(1r,4r)-4-(3-Chloroanilino)-2'-(4-methylphenyl)-2',3'-dihydrospiro[cyclohexane-1,1'-indene]-4-carboxylic acid ClC=1C=C(NC2(CCC3(C(CC4=CC=CC=C34)C3=CC=C(C=C3)C)CC2)C(=O)O)C=CC1